OC[C@H]1N(CCC1)C(CC1=CC=C(C=C1)NC(OCC1=CC=C(C=C1)Cl)=O)=O 4-chlorobenzyl (S)-(4-(2-(2-(hydroxymethyl)pyrrolidin-1-yl)-2-oxoethyl)phenyl)carbamate